FC1=C(C(=CC(=C1)OCCN1CCOCC1)F)CC(=O)O {2,6-difluoro-4-[2-(morpholin-4-yl)ethoxy]phenyl}acetic acid